C(C1=CC=CC=C1)OC1=C(C=CC=C1)N1C[C@H](CC1)OC1=NC=C(C=C1)C(F)(F)F (S)-2-(1-(2-(benzyloxy)phenyl)pyrrolidin-3-yloxy)-5-(trifluoromethyl)pyridine